[N+](=O)([O-])C1=CC(=C(C=C1)C(CC1=CC=CC=C1)=O)C(F)(F)F 1-(4-nitro-2-trifluoromethylphenyl)-2-phenylethanone